C(CC)(=O)OC(C)C1=CC=CC=C1 1-phenylethyl propanoate